[N+](=O)([O-])C1=CC=C(C=C1)OC(CCOCC(CO)O)=O 3-(2,3-dihydroxypropoxy)propionic acid (R)-4-nitrophenyl ester